methyl (R,Z)-5-(2-methoxy-1-nitro-2-oxoethylidene)pyrrolidine-2-carboxylate COC(/C(/[N+](=O)[O-])=C/1\CC[C@@H](N1)C(=O)OC)=O